C(C)(C)(C)OC(=O)N1CC(C1)N1N=C(C=C1Cl)[N+](=O)[O-] 3-(5-chloro-3-nitro-1H-pyrazol-1-yl)azetidine-1-carboxylic acid tert-butyl ester